C(=O)OC(C#N)(C#N)OC=O diformyloxymalononitrile